C(CC)C(COC(C(=C)C)=O)CCCCC 2-Propylheptyl-methacrylat